tert-butyl (3S)-3-(3-bromoindazol-1-yl)pyrrolidine-1-carboxylate BrC1=NN(C2=CC=CC=C12)[C@@H]1CN(CC1)C(=O)OC(C)(C)C